C(=O)O.C1(CCCCC1)C1=CC=C(C=C1)NC=1C2=C(N=C(N1)N1C[C@H](OCC1)C)CN(C2)C(C)C (R)-N-(4-cyclohexylphenyl)-6-isopropyl-2-(2-methylmorpholino)-6,7-dihydro-5H-pyrrolo[3,4-d]Pyrimidine-4-amine formate salt